NC1C=CC(O)=CC=1 P-Aminophenol